5-cyano-4-oxo-1-(7-quinolyl)cinnoline-3-carboxylic acid C(#N)C1=C2C(C(=NN(C2=CC=C1)C1=CC=C2C=CC=NC2=C1)C(=O)O)=O